4-Amino-1-[(2R,3E,4S,5R)-3-(fluoromethylidene)-4-hydroxy-5-(hydroxymethyl)oxolan-2-yl]pyrimidin-2(1H)-one NC1=NC(N(C=C1)[C@@H]/1O[C@@H]([C@H](\C1=C/F)O)CO)=O